(S)-2-((tert-butoxycarbonyl)amino)-3-(7-fluoro-6-methylquinolin-3-yl)propanoic acid methyl ester COC([C@H](CC=1C=NC2=CC(=C(C=C2C1)C)F)NC(=O)OC(C)(C)C)=O